NC1=NC=2C=C(C(=CC2C2=C1[C@H](OC2)C)C(=O)N([C@@H]2COC1=C2C=CC(=C1)C(F)(F)F)C)F (3R)-4-amino-7-fluoro-N,3-dimethyl-N-((3S)-6-(trifluoromethyl)-2,3-dihydro-1-benzofuran-3-yl)-1,3-dihydrofuro[3,4-c]quinoline-8-carboxamide